tert-butyl (1-(4-aminophenyl)-1-oxo-5,8,11,14,17,20-hexaoxa-2-azadocosan-22-yl)carbamate NC1=CC=C(C=C1)C(NCCOCCOCCOCCOCCOCCOCCNC(OC(C)(C)C)=O)=O